CC1=CC=C(C=C1)S(=O)(=O)OCC[C@H]1C(N[C@H](C(N1)=O)CCOS(=O)(=O)C1=CC=C(C)C=C1)=O (3S,6S)-3,6-bis(2-p-toluenesulfonyloxyethyl)-2,5-diketopiperazine